3-[({(1R)-5-[2-methyl-4-(2,2,2-trifluoro-ethoxy)phenyl]isoindolinyl}methyl)amino]pyridine-4-carboxylic acid CC1=C(C=CC(=C1)OCC(F)(F)F)C=1C=C2CN[C@H](C2=CC1)CNC=1C=NC=CC1C(=O)O